3-((5-fluoro-4-(3-(2-oxo-1,2-dihydropyridin-4-yl)phenyl)pyrimidin-2-yl)amino)cyclohexane-1-carboxamide FC=1C(=NC(=NC1)NC1CC(CCC1)C(=O)N)C1=CC(=CC=C1)C1=CC(NC=C1)=O